O-allyl-L-homocysteine C(C=C)OC([C@@H](N)CCS)=O